C(CO)(=O)OCC(COC(CO)=O)(COCC(COC(CO)=O)(COC(CO)=O)COC(CO)=O)COC(CO)=O dipentaerythritol hexaglycolate